O1OOOOC1 pentoxine